FC=1C=CC2=C(C(=C(S2)C2=CC=C(C=C2)F)C=2C(N(N=C(C2O)C)C)=O)C1 4-[5-fluoro-2-(4-fluorophenyl)benzothiophen-3-yl]-5-hydroxy-2,6-dimethyl-pyridazin-3-one